3-methylguanidine dihydrochloride Cl.Cl.CNC(N)=N